C(C1=CC=CC=C1)O[C@H]1[C@H]([C@@H](O[C@@H]1COCC1=CC=CC=C1)C1=CSC2=C1N=CN=C2OC2=CC=CC=C2)F 7-((2S,3S,4R,5R)-4-(benzyloxy)-5-((benzyloxy)methyl)-3-fluorotetrahydrofuran-2-yl)-4-phenoxythieno[3,2-d]pyrimidine